2-amino-8-fluoro-N-[[6-(hydroxymethyl)-2-pyridyl]methyl]quinazoline-4-carboxamide NC1=NC2=C(C=CC=C2C(=N1)C(=O)NCC1=NC(=CC=C1)CO)F